C1(CC1)C=1N=NN(C1)[C@H](C(=O)N1[C@@H](C[C@H](C1)O)C(=O)NC(CC=1N(N=C(C1)C)C1=CC=CC=C1)C)C(C)(C)C (2S,4R)-1-[(2S)-2-(4-cyclopropyltriazol-1-yl)-3,3-dimethyl-butanoyl]-4-hydroxy-N-[1-methyl-2-(5-methyl-2-phenyl-pyrazol-3-yl)ethyl]pyrrolidine-2-carboxamide